perylene-1,12-diol C1(=CC=C2C=CC=C3C4=CC=CC5=CC=C(C(C1=C23)=C45)O)O